tert-butyl 4-[2-[2-[2-[2-[2-[[4-[[(7R)-8-cyclopentyl-7-ethyl-5-methyl-6-oxo-7H-pteridin-2-yl]amino]-3-methoxy-benzoyl]amino]ethoxy]ethoxy]ethoxy]ethoxy] ethoxy]piperidine-1-carboxylate C1(CCCC1)N1[C@@H](C(N(C=2C=NC(=NC12)NC1=C(C=C(C(=O)NCCOCCOCCOCCOCCOC2CCN(CC2)C(=O)OC(C)(C)C)C=C1)OC)C)=O)CC